2-(7-chloro-1H-indazol-3-yl)propan-2-amine hydrochloride Cl.ClC=1C=CC=C2C(=NNC12)C(C)(C)N